(3S)-3-[2-(morpholin-4-yl)ethyl]-1,2,3,4-tetrahydroisoquinoline hydrochloride Cl.N1(CCOCC1)CC[C@H]1NCC2=CC=CC=C2C1